C(C)(C)(C)OC(=O)N/C(/N1CCC(=CC1)C1=CC(=C(C=C1)C(NC1=CC=C(C=C1)NC(=N)N)=O)C)=N\C(OC(C)(C)C)=O tert-butyl (E)-(((tert-butoxycarbonyl)amino)(4-(4-((4-guanidinophenyl)carbamoyl)-3-methylphenyl)-3,6-dihydropyridin-1(2H)-yl)methylene)carbamate